tosyl-2,3,4,5-tetrahydro-1H-benzo[b]azepin S(=O)(=O)(C1=CC=C(C)C=C1)N1C2=C(CCCC1)C=CC=C2